O=C1NCCC2=C1C=C(N2)C2=CC(=NC=C2)C=2C=C(C=CC2)N2CCN(CC2)CC=O 2-[4-[3-[4-(4-Oxo-1,5,6,7-tetrahydropyrrolo[3,2-c]pyridin-2-yl)-2-pyridyl]phenyl]piperazin-1-yl]acetaldehyde